4-(tert-butoxycarbonylamino)-7-cyano-imidazo[1,5-a]quinoxaline-8-carboxylic acid C(C)(C)(C)OC(=O)NC=1C=2N(C3=CC(=C(C=C3N1)C#N)C(=O)O)C=NC2